2-Amino-7-fluoro-4-(5-fluoro-3-((2S,3S)-2-methyl-3-(methylamino)pyrrolidin-1-yl)-7,9-dihydrofuro[3,4-f]quinazolin-6-yl)thieno[3,2-c]pyridine-3-carbonitrile NC1=C(C=2C(=NC=C(C2S1)F)C=1C2=C(C=3C=NC(=NC3C1F)N1[C@H]([C@H](CC1)NC)C)COC2)C#N